5-[3-(1-hydroxyethyl)-6-[5-[(6-methylpyridazin-3-yl)amino]benzimidazol-1-yl]-2-pyridinyl]-1-methyl-pyrazole-4-carbonitrile OC(C)C=1C(=NC(=CC1)N1C=NC2=C1C=CC(=C2)NC=2N=NC(=CC2)C)C2=C(C=NN2C)C#N